CN1N=CC(=C1)C1=NC=2C(=NC=CC2C=2C=C3CCCC(C3=CC2)NC(=O)C2=NC(=NO2)C(C)(C)C)N1 3-tert-Butyl-[1,2,4]oxadiazole-5-carboxylic acid {6-[2-(1-methyl-1H-pyrazol-4-yl)-3H-imidazo[4,5-b]pyridin-7-yl]-1,2,3,4-tetrahydro-naphthalen-1-yl}-amide